COC=1C=C2C(=NC1)NC=1CN(CCC12)C(=O)OC(C)(C)C tert-butyl 3-methoxy-5,6,8,9-tetrahydro-7H-pyrrolo[2,3-b:5,4-c']dipyridine-7-carboxylate